2-(2-((7-chloro-1,2,3,4-tetrahydroisoquinolin-6-yl)amino)-5-(trifluoromethyl)pyrimidin-4-yl)-5-(2-methoxyethyl)-5,6,7,8-tetrahydro-4H-thieno[3,2-c]azepin-4-one ClC1=C(C=C2CCNCC2=C1)NC1=NC=C(C(=N1)C1=CC=2C(N(CCCC2S1)CCOC)=O)C(F)(F)F